(6-aminopyridine-2-yl)(1-methylpiperidine-4-yl)methanone NC1=CC=CC(=N1)C(=O)C1CCN(CC1)C